BrC=1C=CC2=C(C(=NCC=3N2C(=NN3)C3=NC=NC=C3)C3=NC=CC=C3F)C1Cl 8-bromo-7-chloro-6-(3-fluoro-2-pyridyl)-1-pyrimidin-4-yl-4H-[1,2,4]triazolo[4,3-a][1,4]benzodiazepine